(R)-3-chloro-2-iodo-2-methylpropanenitrile ClC[C@](C#N)(C)I